ClC1=C(C=CC=C1)N1C(C=C(C2=CC=C(N=C12)C1CC1)O)=O 1-(2-chlorophenyl)-7-cyclopropyl-4-hydroxy-1,8-naphthyridin-2(1H)-one